ClC1=C(C=C(OCCCC2=C(NC3=C(C=CC=C23)C=2C(=NN(C2C)C)C)C(=O)NS(=O)(=O)CCNC(OC(C)(C)C)=O)C=C1C)C Tert-butyl (2-(N-(3-(3-(4-chloro-3,5-dimethylphenoxy)propyl)-7-(1,3,5-trimethyl-1H-pyrazol-4-yl)-1H-indole-2-carbonyl)sulfamoyl)ethyl)carbamate